potassium iron salt [Fe].[K]